(1R,2S,3S,4R,5S)-5-hydroxy-3-(pyridin-4-yl)-N-(3-(trifluoromethyl)phenyl)-7-oxabicyclo[2.2.1]Heptane-2-carboxamide O[C@@H]1[C@H]2[C@@H]([C@@H]([C@@H](C1)O2)C(=O)NC2=CC(=CC=C2)C(F)(F)F)C2=CC=NC=C2